C(=C)C(C)O[Si](OCC)(OCC)C(C)C vinyl-isopropyl-triethoxysilane